N1CC(C1)CN1CCC(CC1)CN1CCN(CC1)C1=NC=CC(=N1)COC1=CC=C(C=C1)C(C)(C)C=1C=C(C(=C(C#N)C1)OCCCl)Cl 5-(2-(4-((2-(4-((1-(azetidin-3-ylmethyl)piperidin-4-yl)methyl)piperazin-1-yl)pyrimidin-4-yl)methoxy)phenyl)propan-2-yl)-3-chloro-2-(2-chloroethoxy)benzonitrile